NCCCNC[Si](OC)(OC)OC N-(3-aminopropyl)-1-aminomethyltrimethoxysilane